1-(8-Cyano-quinolin-5-yl)-piperidine-4-carboxylic acid (1-methyl-pyrrolidin-2-ylmethyl)-amide CN1C(CCC1)CNC(=O)C1CCN(CC1)C1=C2C=CC=NC2=C(C=C1)C#N